C1=CN=C(N1)C2=NC=CN2 Bisimidazole